COC(CCCCCCNC(=O)C1=NC2=CC=CC=C2C(=C1)OCC1=CC=C(C=C1)C(C)(C)C)=O.BrC1=C(C(=CC=2C=CNC21)OCC2=CC=CC=C2)OCC2=CC=CC=C2 7-Bromo-5,6-bis(benzyloxy)benzopyrrole Methyl-7-(4-((4-(tert-butyl)benzyl)oxy)quinoline-2-carboxamido)heptanoate